[Cl-].C(CCCCCCCCCCCCCCC)[N+](C)(C)C hexadecyltrimethylammonium chloride